C(C)(C)(C)OC(=O)N1CCN(CC1)C1=CC=C(C=C1)NCCC(=O)OCC 4-[4-(2-Ethoxycarbonyl-ethylamino)-phenyl]-piperazine-1-carboxylic acid tert-butyl ester